ClC=1C=C(C=CC1CCC(C)(C)C)[C@](C(C(C)C)CO)(C)N[S@@](=O)C(C)(C)C (S)-2-Methyl-propane-2-sulfinic acid {(R)-1-[3-chloro-4-(3,3-dimethyl-butyl)-phenyl]-2-hydroxymethyl-1,3-dimethyl-butyl} amide